CC1=C(C=CC(=C1)C)[C@H]1CC2(CN(C2)C(=O)C2CC(C2)(C)O)CC1 |r| (rac)-(6-(2,4-Dimethylphenyl)-2-azaspiro[3.4]octan-2-yl)((1s,3s)-3-hydroxy-3-methylcyclobutyl)methanone